5-bromo-7-methyl-2-(tetrahydro-2H-pyran-2-yl)-3-vinyl-2H-pyrazolo[3,4-c]pyridine BrC1=CC=2C(C(=N1)C)=NN(C2C=C)C2OCCCC2